N6-(2,2-dimethyl-2,3-dihydro-1H-inden-4-yl)-5-fluoro-1H-pyrazolo[3,4-b]pyridine-3,6-diamine CC1(CC2=CC=CC(=C2C1)NC1=C(C=C2C(=N1)NN=C2N)F)C